4-2-[(tert-butyldimethylsilyl)oxy]ethylbenzonitrile [Si](C)(C)(C(C)(C)C)OCCC1=CC=C(C#N)C=C1